5-((1S)-1-(9-(1-(benzyloxy)ethyl)-7-chloro-1,1-dioxido-4-oxo-4,5-dihydrobenzo[f][1,2,5]thiadiazepin-2(3H)-yl)-2-(6-fluoro-2,3-dimethylphenyl)propyl)-1,3,4-oxadiazol-2(3H)-one C(C1=CC=CC=C1)OC(C)C1=CC(=CC=2NC(CN(S(C21)(=O)=O)[C@@H](C(C)C2=C(C(=CC=C2F)C)C)C2=NNC(O2)=O)=O)Cl